para-Tolyl Isobutyrate C(C(C)C)(=O)OC1=CC=C(C=C1)C